N1=C(C=CC(=C1)OC1C(CN)(C=CC=C1)C)C1=NC=CC=C1 2-(2,2'-bipyridyl-5-oxy)-1-methylbenzylamine